F[C@H]1C[C@H](N2N=C(N=C21)N2N=CC(=C2)C)C2=CC=CC=C2 (5S,7S)-7-fluoro-2-(4-methylpyrazol-1-yl)-5-phenyl-6,7-dihydro-5H-pyrrolo[1,2-b][1,2,4]triazole